tert-butyl (3S)-3-[(1R)-2-[[6-[(1-acetyl-4-piperidyl)amino]-2-(1-piperidyl)pyrimidine-4-carbonyl]amino]-1-hydroxy-ethyl]-7-hydroxy-3,4-dihydro-1H-isoquinoline-2-carboxylate C(C)(=O)N1CCC(CC1)NC1=CC(=NC(=N1)N1CCCCC1)C(=O)NC[C@@H](O)[C@H]1N(CC2=CC(=CC=C2C1)O)C(=O)OC(C)(C)C